FC=1C=2NS(C=3C(=NC=C(C(OCCOC=4C=CC=CC4C(=C(C1)F)C2)=O)C3)OC)(=O)=O 21,23-difluoro-16-methoxy-18,18-dioxo-8,11-dioxa-18λ6-thia-15,19-diazatetracyclo[18.3.1.113,17.02,7]pentacosa-1(23),2(7),3,5,13,15,17(25),20(24),21-nonaen-12-one